Cl.NC1=CSC2=C1C(N(C=C2)CC)=O 3-Amino-5-ethylthieno[3,2-c]pyridin-4(5H)-one hydrochloride